ClC1=CN=C(N=N1)N1CCC2(CC1)[C@@H](C=1C(=NC=CC1)C2)N[S@](=O)C(C)(C)C (R)-N-((S)-1'-(6-chloro-1,2,4-triazin-3-yl)-5,7-dihydrospiro[cyclopenta[b]pyridin-6,4'-piperidin]-5-yl)-2-methylpropan-2-sulfinamide